14,28-bis(2-hydroxy-12-methyltridecyl)-2,20,20,22,22,40-hexamethyl-21-oxa-17,25-dithia-14,28-diaza-20,22-disilahentetracontane-12,30-diol OC(CN(CC(CCCCCCCCCC(C)C)O)CCSCC[Si](O[Si](CCSCCN(CC(CCCCCCCCCC(C)C)O)CC(CCCCCCCCCC(C)C)O)(C)C)(C)C)CCCCCCCCCC(C)C